[(3R)-4-(6-chloropyridazin-3-yl)morpholin-3-yl]methanamine ClC1=CC=C(N=N1)N1[C@@H](COCC1)CN